OC1CCC(CC1)N1N=C(C(=C1)NC(=O)C=1OC(=CC1)C=1C=NNC1)C1=NC=CC=C1 N-(1-((1s,4s)-4-hydroxycyclohexyl)-3-(pyridin-2-yl)-1H-pyrazol-4-yl)-5-(1H-pyrazol-4-yl)furan-2-carboxamide